ClC1=CC2=C(N(C(N=C2N2[C@H](CN(CC2)C(C=C)=O)C)=O)C2=C(C=CC=C2)C(C)C)N=C1C1=C(C(=CC(=C1)O)Cl)Cl 6-chloro-7-(2,3-dichloro-5-hydroxyphenyl)-4-((2S)-2-methyl-4-(2-propenoyl)-1-piperazinyl)-1-(2-(2-propanyl)phenyl)pyrido[2,3-d]pyrimidin-2(1H)-one